2-hydroxy-4-pentenoic acid OC(C(=O)O)CC=C